C(C)OC(CN1CCC2(CCN(CC2)C(=O)OC(C)(C)C)CC1)=O tert-butyl 9-(2-ethoxy-2-oxoethyl)-3,9-diazaspiro[5.5]undecane-3-carboxylate